C(C)C=1C(=C(C(=O)O)C(=C(C1OC(C1=C(C(=C(C=C1C)OC(C1=C(C(=C(C(=C1C)C)OC(C1=C(C=C(C=C1C)O)OC)=O)C)C)=O)C)O)=O)C)C)C 3-ethyl-4-((2-hydroxy-4-((4-((4-hydroxy-2-methoxy-6-methylbenzoyl)oxy)-2,3,5,6-tetramethylbenzoyl)oxy)-3,6-dimethylbenzoyl)oxy)-2,5,6-trimethylbenzoic acid